C1(CC1)OC=1C(=CC2=CN(N=C2C1)C1CCC(CC1)CCN1CCN(CC1)C1=CC(=C(C(=C1)F)C1C(NC(CC1)=O)=O)F)C(=O)NC1=CN=C2N1N=CC=C2 6-Cyclopropoxy-2-((1r,4r)-4-(2-(4-(4-(2,6-dioxopiperidin-3-yl)-3,5-difluorophenyl)piperazin-1-yl)ethyl)cyclohexyl)-N-(imidazo[1,2-b]pyridazin-3-yl)-2H-indazole-5-carboxamide